Cl.FC(CCN1CCNCC1)(F)F 1-(3,3,3-trifluoropropyl)piperazine Hydrochloride